(4aR,8aR)-N-(5-cyclopropylbenzo[d]isoxazol-3-yl)-1-(2-fluoro-5-methoxy-3'-(trifluoromethyl)-[1,1'-biphenyl]-4-yl)-2-oxohexahydro-1H-pyrido[3,4-b][1,4]oxazine-6(7H)-sulfonamide C1(CC1)C=1C=CC2=C(C(=NO2)NS(=O)(=O)N2C[C@H]3OCC(N([C@@H]3CC2)C2=CC(=C(C=C2OC)C2=CC(=CC=C2)C(F)(F)F)F)=O)C1